4-(2-(((R)-((S)-7-(6-(2,5-dimethyl-1H-pyrrol-1-yl)pyridin-3-yl)-2,3-dihydro-1H-pyrido[2,3-b][1,4]oxazin-3-yl)(phenyl)methyl)amino)ethyl)benzonitrile CC=1N(C(=CC1)C)C1=CC=C(C=N1)C1=CC2=C(O[C@@H](CN2)[C@@H](C2=CC=CC=C2)NCCC2=CC=C(C#N)C=C2)N=C1